C1(C=CC=C1)[Co+] cyclopentadienylcobalt(II)